C(C)(C)N1CCN(CC1)CC1=CC=C(CNC2=C3C(N(C=NC3=CC=C2)C2C(NC(CC2)=O)=O)=O)C=C1 3-(5-((4-((4-isopropylpiperazin-1-yl)methyl)benzyl)amino)-4-oxoquinazolin-3(4H)-yl)piperidine-2,6-dione